Cl[Si](OCC)(OCC)OCC Chlorotriethoxy-silan